1-(4-cyano-2-methylphenyl)-5-(trifluoromethyl)-1H-pyrazole-4-carboxylic acid C(#N)C1=CC(=C(C=C1)N1N=CC(=C1C(F)(F)F)C(=O)O)C